tris[4-(4-acetyl-3-ethylphenylthio)phenyl]sulfonium heptadecafluorooctanesulfonate FC(C(C(C(C(C(C(C(S(=O)(=O)[O-])(F)F)(F)F)(F)F)(F)F)(F)F)(F)F)(F)F)(F)F.C(C)(=O)C1=C(C=C(C=C1)SC1=CC=C(C=C1)[S+](C1=CC=C(C=C1)SC1=CC(=C(C=C1)C(C)=O)CC)C1=CC=C(C=C1)SC1=CC(=C(C=C1)C(C)=O)CC)CC